(-)-6-Bromo-1-methyl-4-[4-(5-methyl-1,3-benzooxazol-2-yl)piperidin-1-yl]-2-oxo-7-{[(3R)-oxolan-3-yl]oxy}-1,2-dihydro-quinoline-3-carbonitrile BrC=1C=C2C(=C(C(N(C2=CC1O[C@H]1COCC1)C)=O)C#N)N1CCC(CC1)C=1OC2=C(N1)C=C(C=C2)C